(2-fluoro-4-methoxyphenyl)(1-neopentylpiperidin-4-yl)methanone methyl-4-(6-chloropyrimidin-4-yl)benzoate COC(C1=CC=C(C=C1)C1=NC=NC(=C1)Cl)=O.FC1=C(C=CC(=C1)OC)C(=O)C1CCN(CC1)CC(C)(C)C